4-((1r,3r)-3-(4-bromo-3-chlorophenoxy)cyclobutyl)morpholine BrC1=C(C=C(OC2CC(C2)N2CCOCC2)C=C1)Cl